N-(2-(4,4-difluoropiperidin-1-yl)-6-methylpyridin-4-yl)-4-(((2-hydroxyethyl)sulfonyl)methyl)-2-(6-azaspiro[2.5]oct-6-yl)benzamide FC1(CCN(CC1)C1=NC(=CC(=C1)NC(C1=C(C=C(C=C1)CS(=O)(=O)CCO)N1CCC2(CC2)CC1)=O)C)F